1-(4-((4-((2-fluoro-4-((2-((3R,4S)-3-fluoro-4-hydroxypiperidin-1-yl)pyridin-4-yl)oxy)phenyl)amino)-7-methoxyquinazolin-6-yl)amino)piperidin-1-yl)prop-2-en-1-one FC1=C(C=CC(=C1)OC1=CC(=NC=C1)N1C[C@H]([C@H](CC1)O)F)NC1=NC=NC2=CC(=C(C=C12)NC1CCN(CC1)C(C=C)=O)OC